CC=CC1=CC=C(C=C1)CCCC methyl-p-butylstyrene